tert-butyl (4-(2-(4-(4-(2,6-dioxopiperidin-3-yl)-3-fluorophenyl)piperazin-1-yl)ethyl)piperidin-1-yl)carbamate O=C1NC(CCC1C1=C(C=C(C=C1)N1CCN(CC1)CCC1CCN(CC1)NC(OC(C)(C)C)=O)F)=O